[(2R)-2,3-di(octadecanoyloxy)propyl] 2-(2-methoxyethoxycarbonylamino)ethyl phosphate P(=O)(OC[C@@H](COC(CCCCCCCCCCCCCCCCC)=O)OC(CCCCCCCCCCCCCCCCC)=O)(OCCNC(=O)OCCOC)[O-]